ClC=1C=NN(C1C(=O)NC1=NC=C(C=C1C)C#CC1=CC=CC=C1)C[C@H]1[C@@H](CN(CC1)C(C(C)C)=O)F 4-chloro-1-(((3S,4S)-3-fluoro-1-isobutyrylpiperidin-4-yl)methyl)-N-(3-methyl-5-(phenylethynyl)pyridin-2-yl)-1H-pyrazole-5-carboxamide